FC1(CC(CC1)NC(=N)NC(=N)NC1CC(CC1)(F)F)F N1,N5-bis(3,3-difluorocyclopentyl)-biguanide